FC=1C=C2C(NN=C(C2=CC1F)[C@@H](C)N(C(=O)C1=CC=C2C=NNC2=C1)C)=O |r| Racemic-N-(1-(6,7-difluoro-4-oxo-3,4-dihydrophthalazin-1-yl)ethyl)-N-methyl-1H-indazole-6-carboxamide